[NH-]O[Zr]O[NH-] bisamidyloxyzirconium